sodium hydroxy propanesulfonate C(CC)S(=O)(=O)OO.[Na]